FC=1C=C(C=CC1C1=NC=2C=CNC(C2C(=C1)NC1=NC=C(C=C1)N1C[C@H](CCC1)O)=O)NC(=O)C1CCCCC1 (S)-N-(3-fluoro-4-(4-((5-(3-hydroxy-piperidin-1-yl)pyridin-2-yl)amino)-5-oxo-5,6-dihydro-1,6-naphthyridin-2-yl)phenyl)cyclohexanecarboxamide